rac-cis-6-(4-(9H-Fluoren-9-yl)piperidine-1-carbonyl)hexahydro-2H-pyrido[4,3-b][1,4]oxazin-3(4H)-one C1=CC=CC=2C3=CC=CC=C3C(C12)C1CCN(CC1)C(=O)N1C[C@@H]2[C@@H](OCC(N2)=O)CC1 |r|